C1(CCCC2=CC=CC=C12)NC(=S)N N-(1,2,3,4-tetrahydronaphthalen-1-yl)thiourea